5-((4-Methoxypiperidin-1-yl)methyl)-1-(2-(trifluoromethyl)pyridin-4-yl)-1H-pyrrolo[2,3-b]pyridine COC1CCN(CC1)CC=1C=C2C(=NC1)N(C=C2)C2=CC(=NC=C2)C(F)(F)F